1-[2-[6-methoxy-4-(trifluoromethyl)-3-pyridinyl]-6-[5-[(6-methylpyridazin-3-yl)amino]benzimidazol-1-yl]-3-pyridinyl]ethanone COC1=CC(=C(C=N1)C1=NC(=CC=C1C(C)=O)N1C=NC2=C1C=CC(=C2)NC=2N=NC(=CC2)C)C(F)(F)F